C(C#CCCC)C=1C=C(C=2C3C(C(OC2C1)(C)C)CC=C(C3)C)O 3-Hex-2-ynyl-6,6,9-trimethyl-6a,7,10,10a-tetrahydrobenzo[c]chromen-1-ol